3-(6-(3,3-difluoropiperidin-4-yl)-1-methyl-1H-indazol-3-yl)piperidine-2,6-dione FC1(CNCCC1C1=CC=C2C(=NN(C2=C1)C)C1C(NC(CC1)=O)=O)F